PHOSPHONIUM BORANE methyl-2-((4S)-6-(4-chlorophenyl)-8-methoxy-1-methyl-4H-benzo[f][1,2,4]triazolo[4,3-a][1,4]diazepin-4-yl)acetate COC(C[C@H]1C=2N(C3=C(C(=N1)C1=CC=C(C=C1)Cl)C=C(C=C3)OC)C(=NN2)C)=O.B.[PH4+]